1-[2-(4-methyl-5-phenylsulfanyl-1,2,4-triazol-3-yl)-5-nitrophenyl]azepan CN1C(=NN=C1SC1=CC=CC=C1)C1=C(C=C(C=C1)[N+](=O)[O-])N1CCCCCC1